[I-].C1(=CC=CC=C1)CCCC1=C(C=CC=C1)P(C1=CC=CC=C1)C1=CC=CC=C1 phenylpropyl-triphenylphosphine iodide